1-(2,6-dimethyl-2H-thieno[3,2-c]pyrazol-3-yl)ethan-1-one CN1N=C2C(=C1C(C)=O)SC=C2C